(2R)-2-[[8-(benzylamino)-3-(trifluoromethyl)-[1,2,4]triazolo[4,3-b]pyridazin-6-yl]amino]butan-1-ol C(C1=CC=CC=C1)NC=1C=2N(N=C(C1)N[C@@H](CO)CC)C(=NN2)C(F)(F)F